1-(4-(azetidin-3-yl)-2,6-dimethylbenzyl)piperidine-4-carboxylic acid N1CC(C1)C1=CC(=C(CN2CCC(CC2)C(=O)O)C(=C1)C)C